(S)-ethyl({[4-hydroxy-1-(8-methoxyquinazolin-4-yl)piperidin-4-yl]methyl})imino-λ6-sulfanone C(C)S(=O)=NCC1(CCN(CC1)C1=NC=NC2=C(C=CC=C12)OC)O